1-isopropyl-4-methyl-5-(4,4,5,5-tetramethyl-1,3,2-dioxaborolan-2-yl)-1H-pyrazole C(C)(C)N1N=CC(=C1B1OC(C(O1)(C)C)(C)C)C